Cl.ClC=1C=C(CC2CCNCC2)C=CC1Cl 4-(3,4-dichlorobenzyl)piperidine HCl salt